(R)-N-((R)-6-(2-chloro-5-fluorophenyl)-2-methyl-8-oxo-2,6,7,8-tetrahydropyrrolo[3,4-g]indazol-5-yl)-5-fluoro-3-hydroxy-3-(trifluoromethyl)indoline-1-carboxamide ClC1=C(C=C(C=C1)F)[C@@H]1NC(C2=C1C(=CC1=CN(N=C21)C)NC(=O)N2C[C@](C1=CC(=CC=C21)F)(C(F)(F)F)O)=O